C(C1=CC=CC=C1)OC(=O)N1CCN(CC1)CC1CC2(C1)CCN(CC2)CC2CCN(CC2)C=2C=C1C(N(C(C1=CC2)=O)C2C(NC(CC2)=O)=O)=O 4-[[7-[[1-[2-(2,6-dioxo-3-piperidinyl)-1,3-dioxo-isoindolin-5-yl]-4-piperidinyl]methyl]-7-azaspiro[3.5]non-2-yl]methyl]piperazine-1-carboxylic acid benzyl ester